(2S,3R,4R,5S)-2-(((tert-butyldimethylsilyl)oxy)methyl)-1-(2-fluorophenethyl)piperidine-3,4,5-triyl tribenzoate C(C1=CC=CC=C1)(=O)O[C@@H]1[C@@H](N(C[C@@H]([C@H]1OC(C1=CC=CC=C1)=O)OC(C1=CC=CC=C1)=O)CCC1=C(C=CC=C1)F)CO[Si](C)(C)C(C)(C)C